tris-(2-phenoxy-ethyl)-amine O(C1=CC=CC=C1)CCN(CCOC1=CC=CC=C1)CCOC1=CC=CC=C1